8-Oxa-2-aza-spiro[4.5]decane-2-carboxylic acid (4-methoxy-7-{1-[(S)-1-(tetrahydropyran-2-yl)methyl]-1H-pyrazol-4-yl}-thiazolo[4,5-c]pyridin-2-yl)-amide COC1=NC=C(C2=C1N=C(S2)NC(=O)N2CC1(CC2)CCOCC1)C=1C=NN(C1)C[C@H]1OCCCC1